C(C)OC=C(C(=O)N)OC1=CC=C2C(=CC(OC2=C1)=O)C1=C(C=CC=C1)C 3-ethoxy-2-((2-oxo-4-(o-tolyl)-2H-chromen-7-yl)oxy)propenamide